NC1=NC(=CC(N1)=O)CC 2-amino-6-ethyl-4-pyrimidinone